ClC=1C=CC2=C(N=C(O2)C2=NCCC3=C2N=CN3)C1 4-(5-chlorobenzo[d]oxazol-2-yl)-6,7-dihydro-1H-imidazo[4,5-c]pyridin